(R)-β-amino-4-(4-pyridyl)-butyric acid N[C@@H](CC(=O)O)CC1=CC=NC=C1